COC1=C(CNC2=NC(=CC=3C2=CN(N3)CC3=NC=CC=C3)C=3C=C(C#N)C=CC3)C=CC(=C1)OC 3-(4-((2,4-dimethoxybenzyl)amino)-2-(pyridin-2-ylmethyl)-2H-pyrazolo[4,3-c]pyridin-6-yl)benzonitrile